FC(N1N=C(C=C1)C1=NC(=CC=C1NCCS(=O)(=O)NC)C1=CC=C(C=C1)F)F 2-((2-(1-(difluoromethyl)-1H-pyrazol-3-yl)-6-(4-fluorophenyl)pyridin-3-yl)amino)-N-methylethane-1-sulfonamide